7-deaza-7-propargylamino-2'-deoxyguanosine C(C#C)NC1=CN([C@H]2C[C@H](O)[C@@H](CO)O2)C=2N=C(NC(C12)=O)N